1-methyl-3-oxo-2-phenyl-2,3-dihydro-1H-pyrazole-4-carboxylic acid CN1N(C(C(=C1)C(=O)O)=O)C1=CC=CC=C1